C(=C)C1=CC=C(C=C1)C=C=O (p-vinylphenyl)ketene